FC1=CC=C(C=C1)NC(=O)C1(CC1)C(=O)NC1=CC=C(C=C1)OC1=CC=NC2=CC(=CC=C12)N1N=CC(=C1)C 1-N'-(4-Fluorophenyl)-1-N-[4-[7-(4-methylpyrazol-1-yl)quinolin-4-yl]oxyphenyl]cyclopropane-1,1-dicarboxamide